2-(Cyclopropylmethyl)-8-methyl-N-[(2S)-tetrahydrofuran-2-ylmethyl]-4,5-dihydro-2H-furo[2,3-g]indazol-7-carboxamid C1(CC1)CN1N=C2C3=C(CCC2=C1)OC(=C3C)C(=O)NC[C@H]3OCCC3